2'-bromo-N-(5-chloro-6-(2H-1,2,3-triazol-2-yl)pyridin-3-yl)-4',5-difluoro-2-isopropoxy-[1,1'-biphenyl]-4-carboxamide BrC1=C(C=CC(=C1)F)C1=C(C=C(C(=C1)F)C(=O)NC=1C=NC(=C(C1)Cl)N1N=CC=N1)OC(C)C